3-[(2,3-dihydrothieno[3,4-b]-[1,4]dioxin-2-yl)methoxy]-1-pentyl-1-propanesulfonic acid sodium salt [Na+].O1C=2C(OCC1COCCC(S(=O)(=O)[O-])CCCCC)=CSC2